3-(5-Fluoro-2-methylphenyl)-2-(4-(methylsulfonyl)phenyl)thiazolidin-4-one FC=1C=CC(=C(C1)N1C(SCC1=O)C1=CC=C(C=C1)S(=O)(=O)C)C